CN(C(=O)C1=CC2=C(NC(=N2)C2=CC=C(C=C2)NC(=O)C2=COC=C2)C=C1)C1=CC=CC=C1 2-{4-[(Furan-3-carbonyl)-amino]-phenyl}-1H-benzoimidazole-5-carboxylic acid methyl-phenyl-amide